2,3-dihydroxypropyl-mercaptouric acid OC(CSN1C(=O)NC=2NC(=O)NC2C1=O)CO